2-chloroquinoxaline ClC1=NC2=CC=CC=C2N=C1